5-(3-amino-2-fluoro-phenyl)-7-(tetrahydro-pyran-4-yl)-7H-pyrrolo[2,3-d]pyrimidin-4-ylamine NC=1C(=C(C=CC1)C1=CN(C=2N=CN=C(C21)N)C2CCOCC2)F